3-Methyl-7-(4,4,5,5-tetramethyl-1,3,2-dioxaborolan-2-yl)-5-(trifluoromethyl)-1-((2-(trimethylsilyl)ethoxy)methyl)-1H-indazole CC1=NN(C2=C(C=C(C=C12)C(F)(F)F)B1OC(C(O1)(C)C)(C)C)COCC[Si](C)(C)C